3-(2-Methyl-1-benzothien-3-yl)-1-[(1-methyl-1H-pyrazol-4-yl)(1-methylpiperidin-3-yl)sulfamoyl]urea CC=1SC2=C(C1NC(NS(N(C1CN(CCC1)C)C=1C=NN(C1)C)(=O)=O)=O)C=CC=C2